diphenyl-(4-phenyl-7H-pyrrolo[2,3-d]pyrimidin-6-yl)phosphine oxide C1(=CC=CC=C1)P(C1=CC2=C(N=CN=C2C2=CC=CC=C2)N1)(C1=CC=CC=C1)=O